(3-(benzo[d]thiazol-5-yl)-5-methylmorpholino)(4-((2,4-dimethoxybenzyl)amino)imidazo[1,5-a]quinoxalin-8-yl)methanone S1C=NC2=C1C=CC(=C2)C2COCC(N2C(=O)C2=CC=C1N=C(C=3N(C1=C2)C=NC3)NCC3=C(C=C(C=C3)OC)OC)C